BrC1=CC=2N(C(N(C(C2S1)=O)C=1C=NC=CC1C(F)(F)F)=O)CCC#N 3-(6-bromo-2,4-dioxo-3-(4-(trifluoromethyl)pyridin-3-yl)-3,4-dihydrothieno[3,2-d]pyrimidin-1(2H)-yl)propionitrile